CC(C(=O)O)CCCCCCC(=O)O.C(C)NCC Diethylamine 2-methylnonanedioate